2-(dimethylphosphoryl)-5-(4,4,5,5-tetramethyl-1,3,2-dioxaborolan-2-yl)benzonitrile CP(=O)(C)C1=C(C#N)C=C(C=C1)B1OC(C(O1)(C)C)(C)C